5-(4-chlorophenyl)-1-methyl-3-(pyrrolidin-1-ylmethyl)-1H-1,2,4-triazole ClC1=CC=C(C=C1)C1=NC(=NN1C)CN1CCCC1